CC1(C2C3C4C=CC(C3C(C1)C2)C4)C(=O)OC 8-methyl-8-methoxyl-carbonyltetracyclo[4.4.0.12,5.17,10]dodeca-3-ene